NC1=C2C(=NC=N1)N(N=C2COC2=CC(=CC(=C2)OC)OC)[C@@H]2CN(CC2)C(C=C)=O (S)-1-(3-(4-amino-3-((3,5-dimethoxyphenoxy)methyl)-1H-pyrazolo[3,4-d]pyrimidin-1-yl)pyrrolidin-1-yl)prop-2-en-1-one